methyl-magnesium monobromide C[Mg]Br